ClCC(=O)N1CCC(CC1)OC1=CC=C(C=C1)C(=O)C=1C2=C(SC1C1=CC=C(C=C1)O)C=C(C=C2)O 2-chloro-1-(4-(4-(6-hydroxy-2-(4-hydroxyphenyl)benzo[b]thiophene-3-carbonyl)phenoxy)piperidin-1-yl)ethan-1-one